(2R)-N1-[(5-methoxy-1-methyl-pyrazol-3-yl)methyl]-N,N2-dimethyl-propane-1,2-diamine COC1=CC(=NN1C)CN(C[C@@H](C)NC)C